C(CCCCCCCCCCC)[N+](C)(CCCCCCCCCCCC)CCCCCCCCCCCC tridodecylmethylammonium